NC=1C(=CC=C2C(C=C(OC12)C(=O)NCC1(CCC(CC1)(F)F)O)=O)F 8-amino-N-[(4,4-difluoro-1-hydroxycyclohexyl)methyl]-7-fluoro-4-oxo-chromene-2-carboxamide